3-(4-amino-1-carbonylisoindolin-2-yl)piperidine-2,6-dione NC1=C2CN(C(C2=CC=C1)=C=O)C1C(NC(CC1)=O)=O